C(C)(C)(C)OC(=O)N1CCC(CC1)OC1=NC(=NC=C1)C(C)=O.NC1=NC=2N=CC(=CC2C2=C1COC2)C(=O)N2[C@@H](COCC2)C2=CC=C(C=C2)C(F)(F)F (4-amino-1,3-dihydrofuro[3,4-c][1,8]naphthyridin-8-yl)((3R)-3-(4-(trifluoromethyl)phenyl)-4-morpholinyl)methanone tert-Butyl-4-((2-acetylpyrimidin-4-yl)oxy)piperidine-1-carboxylate